OC1=C(C(=O)NC=2C=C(C(=O)OCC)C=C(C2)NC(C2=C(C=C(C(=C2)O)C(=O)OCC)O)=O)C=C(C(=C1)C(=O)OCC)O ethyl 3,5-bis(2,5-dihydroxy-4-ethoxycarbonylbenzoylamino)benzoate